1-benzyl-6-(methylthio)-5-Phenyl-3,5-dihydroimidazo[4,5-c][1,2]thiazine-4(1H)-one 2,2-dioxide C(C1=CC=CC=C1)N1S(CC(C2=C1N=C(N2C2=CC=CC=C2)SC)=O)(=O)=O